ClC1=CC(=NC(=C1)N1[C@@H](CCC1)C)C(=O)NC1=CC=C(C(=O)O)C=C1 (R)-4-(4-chloro-6-(2-methylpyrrolidin-1-yl)pyridineamido)benzoic acid